COC1=CC=C(C=C1)N1CCC(CC1)C1(C(C(=NC=C1)C)N)N 4-[1-(4-methoxyphenyl)piperidin-4-yl]2-methylpyridine-3,4-diamine